3-((2-((S)-amino(4,4-difluorocyclohexyl)methyl)-7-(methylamino)imidazo[1,2-b]pyridazin-6-yl)methyl)-5,5-difluoropiperidin-2-one N[C@H](C=1N=C2N(N=C(C(=C2)NC)CC2C(NCC(C2)(F)F)=O)C1)C1CCC(CC1)(F)F